5-(piperazine-1-carbonyl)pyridin-2(1H)-one N1(CCNCC1)C(=O)C=1C=CC(NC1)=O